N-(3-((2-chloro-5-morpholinopyrimidin-4-yl)amino)-4-fluorophenyl)acrylamide ClC1=NC=C(C(=N1)NC=1C=C(C=CC1F)NC(C=C)=O)N1CCOCC1